1-[4-[bis(2-methylpropyl)amino]-3-nitrophenyl]cyclopropane-1-carbonitrile CC(CN(C1=C(C=C(C=C1)C1(CC1)C#N)[N+](=O)[O-])CC(C)C)C